Tetramethylcyclotetra-Siloxane C[SiH]1O[SiH](O[SiH](O[SiH](O1)C)C)C